CN1CCN(CC1)CCCOC1=C(C=C2C(C(=CNC2=C1)C#N)=O)OC 7-(4-methylpiperazine-1-yl)propoxy-6-methoxy-4-oxo-1,4-dihydro-3-quinolineformonitrile